C(=O)(O)C1C(C2CCCCC2CC1)C1C(CCC2CCCCC12)C(=O)O 2,2'-dicarboxy-1,1-bidecalin